bis(isocyanato) sulfide N(=C=O)SN=C=O